(-)-(6,6'-dimethoxybiphenyl-2,2'-diyl)bis(dicyclohexylphosphine) COC1=CC=CC(=C1C1=C(C=CC=C1OC)P(C1CCCCC1)C1CCCCC1)P(C1CCCCC1)C1CCCCC1